CC1CC(C2=NC=CC=C2O1)N methyl-2H,3H,4H-pyrano[3,2-b]pyridin-4-amine